COC=1C=C2CCC(C2=CC1OC)=CC#N 2-(5,6-dimethoxy-2,3-dihydro-1H-indene-1-ylidene)acetonitrile